CC1=C(N)C=C(C=C1)C 2,5-Dimethylaniline